6-((2-(4-amino-1,2,5-oxadiazol-3-yl)-7-fluoro-benzoimidazol-1-yl)methyl)pyridazine-3-carbonitrile NC=1C(=NON1)C1=NC2=C(N1CC1=CC=C(N=N1)C#N)C(=CC=C2)F